OC1(C(CCC1)N1C(C(=CC2=C1N=C(N=C2)NC2CCN(CC2)S(=O)(=O)C)C)=O)C (±)-8-(2-hydroxy-2-methylcyclopentyl)-6-methyl-2-((1-(methylsulfonyl)piperidin-4-yl)amino)pyrido[2,3-d]pyrimidin-7(8H)-one